2-methyl-6-nitro-4-((5-(trifluoromethyl)pyridin-2-yl)oxy)aniline CC1=C(N)C(=CC(=C1)OC1=NC=C(C=C1)C(F)(F)F)[N+](=O)[O-]